COC1=C2C=CC=C(C2=CC=C1)CCN 2-(5-methoxy-naphthalen-1-yl)ethan-1-amine